C1C(CC12CCNCC2)N2CCC(CC2)CN2CCC(CC2)C2=CC1=C(N(C(N1C)=O)C1C(NC(CC1)=O)=O)C=C2 3-(5-(1-((1-(7-azaspiro[3.5]nonan-2-yl)piperidin-4-yl)methyl)piperidin-4-yl)-3-methyl-2-oxo-2,3-dihydro-1H-benzo[d]imidazol-1-yl)piperidine-2,6-dione